BrC=1C=C2C(C(CC3(C2=CC1)C(C3C)F)C(C(=O)OCC)=O)=O ethyl 2-(6'-bromo-2-fluoro-3-methyl-4'-oxo-3',4'-dihydro-2'H-spiro[cyclopropane-1,1'-naphthalen]-3'-yl)-2-oxoacetate